C(=O)O.CN1CC(CCC1)O 1-methyl-piperidin-3-ol formic acid salt